COC1=C(C=C(C=C1)C(F)(F)F)NC(C1=CC(=C(C=C1)C)OC1CN(C1)C=1C=NN2C1C=NC=C2)=O N-(2-methoxy-5-(trifluoromethyl)phenyl)-4-methyl-3-((1-(pyrazolo[1,5-a]pyrazin-3-yl)azetidin-3-yl)oxy)benzamide